O[C@](C)(CCCC(C)C)[C@H]1CC[C@H]2[C@@H]3CC=C4C[C@H](CC[C@@]4([C@H]3CC[C@]12C)C)O (3S,8S,9S,10R,13S,14S,17S)-17-[(2R)-2-hydroxy-6-methylheptan-2-yl]-10,13-dimethyl-2,3,4,7,8,9,11,12,14,15,16,17-dodecahydro-1H-cyclopenta[a]phenanthren-3-ol